CC1=C(C=CC(=C1CC)OC(C)(C)C)O 2-Methyl-3-ethyl-4-tert.-butoxy-phenol